C(C1=CC=CC=C1)OC1=NC(=CC=C1NC=1C(=C(C=CC1)Br)N)OCC1=CC=CC=C1 N1-(2,6-bis(benzyloxy)pyridin-3-yl)-3-bromobenzene-1,2-diamine